OCC(=N)Cl hydroxyacetimidoyl chloride